2-Phenyl-N-(3,4,5-trimethoxyphenyl)thiazolidine-4-carboxamide C1(=CC=CC=C1)C1SCC(N1)C(=O)NC1=CC(=C(C(=C1)OC)OC)OC